4-[[(3,6-dichloropyridazin-4-yl)amino]methyl]phenol ClC=1N=NC(=CC1NCC1=CC=C(C=C1)O)Cl